(1S,3R,4S,5R)-3-((5-chloro-4-(8-fluoro-3-(2-hydroxypropan-2-yl)quinolin-6-yl)pyrimidin-2-yl)amino)-6,8-dioxabicyclo[3.2.1]octan-4-ol ClC=1C(=NC(=NC1)N[C@@H]1C[C@H]2CO[C@@H]([C@H]1O)O2)C=2C=C1C=C(C=NC1=C(C2)F)C(C)(C)O